C(C)(=O)NC=1SC=2C(N1)=C(C=CC2N2C[C@@H](N[C@H](C2)C)C)C(=O)NC2=CC1=CN(N=C1C(=C2)F)C 2-acetamido-7-[(3S,5S)-3,5-dimethylpiperazin-1-yl]-N-(7-fluoro-2-methyl-indazol-5-yl)-1,3-benzothiazole-4-carboxamide